2-Amino-3-((3,4-Difluorobenzyl)Amino)Phenylpiperazine-1-Carboxylate NC1=C(C=CC=C1NCC1=CC(=C(C=C1)F)F)OC(=O)N1CCNCC1